N-[(1R,3s,5S)-1,5-dimethyl-8-azabicyclo[3.2.1]oct-3-yl]-N-methyl-6-(2-methylimidazo[1,2-a]pyridin-6-yl)[1,3]thiazolo[4,5-c]pyridin-2-amine C[C@]12CC(C[C@](CC1)(N2)C)N(C=2SC1=C(C=NC(=C1)C=1C=CC=3N(C1)C=C(N3)C)N2)C